[Se-2].[Ag+].[Ag+] silver(I) selenide